disodium 2-(5-(1-(((2,4-dimethylphenyl)(5-methylfuran-2-yl)methyl)carbamoyl) cyclopropyl)-1H-indol-3-yl)-2-methylpropyl phosphate P(=O)(OCC(C)(C)C1=CNC2=CC=C(C=C12)C1(CC1)C(NC(C=1OC(=CC1)C)C1=C(C=C(C=C1)C)C)=O)([O-])[O-].[Na+].[Na+]